C(C)(=O)[O-].[Na+].[AsH2](O)=O arsinic acid sodium acetate